9-(3-fluoro-4-propoxyphenyl)-3,4-dihydropyrido[2,1-c][1,2,4]thiadiazine 2,2-dioxide FC=1C=C(C=CC1OCCC)C1=CC=CN2C1=NS(CC2)(=O)=O